3-(2,6-dimethylphenyl)-7-methylimidazo[1,2-f]phenanthridinol CC1=C(C(=CC=C1)C)C1=C(N=C2N1C=1C=CC(=CC1C=1C=CC=CC21)C)O